(2,2-dimethyl-1,3-dioxolan-4-yl)methyl decanoate C(CCCCCCCCC)(=O)OCC1OC(OC1)(C)C